2-(Butylthio)-5-chlorothiazolo[5,4-b]pyridine C(CCC)SC=1SC2=NC(=CC=C2N1)Cl